diphenyl dilaurate Tin [Sn].C(CCCCCCCCCCC)(=O)OC1=CC=CC=C1.C(CCCCCCCCCCC)(=O)OC1=CC=CC=C1